FC1=C(C#N)C=CC(=C1)OC1=NC=CC=C1 2-fluoro-4-(pyridin-2-yloxy)benzonitrile